BrC1=C(C=C(OCCCC2C[C@@H](N(CC2)C(=O)OC(C)(C)C)C)C=C1)C tert-butyl (2S)-4-(3-(4-bromo-3-methylphenoxy)propyl)-2-methylpiperidine-1-carboxylate